4-(trifluoromethyl)-1H-imidazole-1-carboxylic acid tert-butyl ester C(C)(C)(C)OC(=O)N1C=NC(=C1)C(F)(F)F